1-[4-(5-{7-[2-(1-benzyl-2,6-dioxopiperidin-3-yl)-1-oxo-2,3-dihydro-1H-isoindol-4-yl]-heptyloxy}-benzimidazol-1-yl)-phenyl]-3-(5-tert-butyl-2H-pyrazol-3-yl)-urea C(C1=CC=CC=C1)N1C(C(CCC1=O)N1C(C2=CC=CC(=C2C1)CCCCCCCOC1=CC2=C(N(C=N2)C2=CC=C(C=C2)NC(=O)NC=2NN=C(C2)C(C)(C)C)C=C1)=O)=O